1-(9-(4-amino-5-(6-(difluoromethoxy)pyridin-3-yl)-7-methyl-7H-pyrrolo[2,3-d]pyrimidin-6-yl)-3-azaspiro[5.5]undec-8-en-3-yl)prop-2-en-1-one NC=1C2=C(N=CN1)N(C(=C2C=2C=NC(=CC2)OC(F)F)C2=CCC1(CCN(CC1)C(C=C)=O)CC2)C